4-(Difluoromethyl)-3-formylbenzoyl chloride FC(C1=C(C=C(C(=O)Cl)C=C1)C=O)F